N-ethyl-4,5,6,7,8,9-hexahydropyrazolo[1,5-a][1,4]diazocine-2-carboxamide C(C)NC(=O)C1=NN2C(CNCCCC2)=C1